[Sn].C(CCC)CC(=O)C(C(C)=O)(C(C)=O)CCCC di-n-butyl-diacetyl-acetone tin